2,3,7,8-phenazinetetramine C1=C(C(=CC2=NC3=CC(=C(C=C3N=C12)N)N)N)N